COC1=C(C=NC=C1)C1=CC2=C(C(=N1)C)C=NN2C2=NC(=CC(=C2)N2[C@@H]([C@H](C2)CS(=O)(=O)C)C)C(C(F)(F)F)C 6-(4-methoxypyridin-3-yl)-4-methyl-1-(4-((2R,3S)-2-methyl-3-((methylsulfonyl)methyl)azetidin-1-yl)-6-(1,1,1-trifluoropropan-2-yl)pyridin-2-yl)-1H-pyrazolo[4,3-c]pyridine